Ethyl 2-bromo-5,5-dimethyl-6,7-dihydropyrazolo[5,1-b][1,3]oxazine-3-carboxylate BrC1=NN2C(OC(CC2)(C)C)=C1C(=O)OCC